C(C)(C)(C)OC(=O)N1CCC(CC1)C1=C(C=C(C=C1)C(F)(F)F)C 4-(2-methyl-4-(trifluoromethyl)phenyl)piperidine-1-carboxylic acid tert-butyl ester